1-(2-(2-amino-6-(2,6-difluoro-4-(pyridin-2-yloxy)phenyl)quinazolin-8-yl)pyrrolidin-1-yl)but-2-yn-1-one NC1=NC2=C(C=C(C=C2C=N1)C1=C(C=C(C=C1F)OC1=NC=CC=C1)F)C1N(CCC1)C(C#CC)=O